FC(C)(F)C=1C=C(C=CC1)NC(=O)C1C(=NN(C1=O)C1=CC(=C(C=C1)OC)C1=NC=CN=C1)C N-(3-(1,1-difluoroethyl)phenyl)-1-(4-methoxy-3-(pyrazin-2-yl)phenyl)-3-methyl-5-oxo-4,5-dihydro-1H-pyrazole-4-carboxamide